C([C@@H](O)C)(=O)OCC ethyl L-lactate